2-chloro-4-((3-(N-methylsulfamoyl)-5-(trifluoromethyl)phenyl)amino)pyrimidine-5-carboxamide ClC1=NC=C(C(=N1)NC1=CC(=CC(=C1)C(F)(F)F)S(NC)(=O)=O)C(=O)N